C(C1=CC=CC=C1)C1(CCN(CC1)C1=NC=C(C=C1)C=1C=2N(C=C(C1)OCC)N=CC2C#N)NC([C@@H](CO)O)=O (R)-N-(4-benzyl-1-(5-(3-cyano-6-ethoxypyrazolo[1,5-a]pyridin-4-yl)pyridin-2-yl)piperidin-4-yl)-2,3-dihydroxypropanamide